Adenosine disodium triphosphate hydrate O.[O-]P([O-])(=O)OP(=O)(O)OP(=O)(O)O.[Na+].[Na+].[C@@H]1([C@H](O)[C@H](O)[C@@H](CO)O1)N1C=NC=2C(N)=NC=NC12